C1(CCCC1)C=1C(=NN2C1N=C(C=C2N2CCOCC2)N2N=C(C=C2)C=2C=C(C=CC2)C)C(=O)N cyclopentyl-7-morpholino-5-(3-(m-tolyl)-1H-pyrazol-1-yl)pyrazolo[1,5-a]pyrimidine-2-carboxamide